N1(CCCCC1)C1=CC=C2C=C(C(NC2=C1)=O)C(=O)O 7-(hexahydropyridin-1-yl)-2-oxo-1H-quinoline-3-carboxylic acid